[Na].CC1(C(C2=C(OCCO2)C(C1)=O)=O)S(=O)(=O)O 6-methyl-5,8-dioxo-2,3,5,6,7,8-hexahydrobenzo[B][1,4]dioxine-6-sulfonic acid sodium